FC=1C(=NC(=CC1C=1NC2=CC=C(C=C2C1C(C)C)C1CCN(CC1)CC(=O)N(C)C)C)C 2-(4-(2-(3-fluoro-2,6-dimethylpyridin-4-yl)-3-isopropyl-1H-indol-5-yl)piperidin-1-yl)-N,N-dimethylacetamide